C(C)N(CC)CC1=CC2=C(C(N(C=C2C(F)(F)F)C2=CC(=CC=C2)C2(CC(C2)OC)C2=NN=CN2C)=O)N1 2-(diethylaminomethyl)-6-[3-[3-methoxy-1-(4-methyl-1,2,4-triazol-3-yl)cyclobutyl]phenyl]-4-(trifluoromethyl)-1H-pyrrolo[2,3-c]pyridin-7-one